N-(3-((5-(4-bromophenyl)-2-((3-chloro-1-methyl-1H-pyrazol-4-yl)amino)pyrimidin-4-yl)amino)-4-fluorophenyl)acrylamide BrC1=CC=C(C=C1)C=1C(=NC(=NC1)NC=1C(=NN(C1)C)Cl)NC=1C=C(C=CC1F)NC(C=C)=O